7-(4-chlorobenzyl)-4,4-dimethyl-1-oxo-spiro[2.4]heptane ClC1=CC=C(CC2CCC(C23CC3=O)(C)C)C=C1